2-(ETHOXYCARBONYL)PYRIDINE-4-BORONIC ACID C(C)OC(=O)C1=NC=CC(=C1)B(O)O